(2R,4R)-2-ethyl-4-((3-fluoro-6-((5-methyl-1H-pyrazol-3-yl)amino)pyridin-2-yl)methyl)-1-((R)-1-(2-(trifluoromethyl)phenyl)ethyl)piperidine-4-carboxylic acid C(C)[C@H]1N(CC[C@](C1)(C(=O)O)CC1=NC(=CC=C1F)NC1=NNC(=C1)C)[C@H](C)C1=C(C=CC=C1)C(F)(F)F